C1=CC=CC=2N1C=1C(=C3C(=C4N=C5C=CC=CC5=NC14)C=CC=N3)N2 pyrido[3,2-a]pyrido[1',2':1,2]imidazo[4,5-c]phenazine